2-(1-(phenylsulfonyl)-1H-pyrrolo[2,3-b]pyridin-6-yl)propan-2-amine C1(=CC=CC=C1)S(=O)(=O)N1C=CC=2C1=NC(=CC2)C(C)(C)N